COC(=O)[C@@H]1N(CCC1)CC1=C(C(=C(C=C1)N)N)F (2R)-1-[(3,4-diamino-2-fluorophenyl)methyl]pyrrolidine-2-carboxylic acid methyl ester